N8-(3-chlorophenyl)-N2-(4-methyltetrahydro-2H-pyran-4-yl)-9-(2-(pyrrolidin-1-yl)ethyl)-9H-purine-2,8-diamine ClC=1C=C(C=CC1)NC=1N(C2=NC(=NC=C2N1)NC1(CCOCC1)C)CCN1CCCC1